CS(=O)(=O)C1=CC(=C(C=C1)NCC#CC1N(C2=CC=CC(C2=C1)NC1CCN(CC1)CCCS(=O)(=O)C)CC(F)(F)F)OC 2-{3-[(4-methanesulfonyl-2-methoxyphenyl)amino]prop-1-yn-1-yl}-N-[1-(3-methanesulfonylpropyl)piperidin-4-yl]-1-(2,2,2-trifluoroethyl)4H-indol-4-amine